COC1=C(C=C(C(=C1)N(C[C@H]1N(CCC1)C)C)[N+](=O)[O-])NC1=NC=C(C(=N1)N1CC(C2=NC(=CC=C21)C)(C)C)C(=O)OC(C)C isopropyl (S)-2-((2-methoxy-4-(methyl((1-methylpyrrolidin-2-yl)methyl)amino)-5-nitrophenyl)amino)-4-(3,3,5-trimethyl-2,3-dihydro-1H-pyrrolo[3,2-b]pyridin-1-yl)pyrimidine-5-carboxylate